N-((4-bromophenyl)sulfonyl)-3-((2,6-dimethylbenzyl)oxy)-4-methylbenzamide BrC1=CC=C(C=C1)S(=O)(=O)NC(C1=CC(=C(C=C1)C)OCC1=C(C=CC=C1C)C)=O